[1,1':3',1''-terphenyl]-d13-2'-amine C1(=C(C(=C(C(=C1[2H])[2H])[2H])[2H])[2H])C1=C(C(=C(C(=C1[2H])[2H])[2H])C1=C(C(=C(C(=C1[2H])[2H])[2H])[2H])[2H])N